C1CC12CCN(CC2)C2=CC(=NC=N2)N2NC=C(C2=O)N2N=NC=C2 2-(6-(6-aza-spiro[2.5]oct-6-yl)pyrimidin-4-yl)-4-(1H-1,2,3-triazol-1-yl)-1,2-dihydro-3H-pyrazol-3-one